C(C)OC(=O)N1C[C@@H](CC1)N1N=CC=2C1=NC(=NC2NC(=O)C=2SC(=CC2)[N+](=O)[O-])C=2C=NC(=CC2)F (R)-3-(6-(6-fluoropyridin-3-yl)-4-(5-nitrothiophene-2-carboxamido)-1H-pyrazolo[3,4-d]pyrimidin-1-yl)pyrrolidine-1-carboxylic acid ethyl ester